CN(C)CCN1N=NC(=C1)COC1=CC=C(C=C1)O 1-[2-(N,N-dimethylamino)ethyl]-4-[(4-hydroxyphenoxy)methyl]-1H-1,2,3-triazole